5-(8-((1S,2S)-2-(4-(trifluoromethyl)quinolin-7-yl)cyclopropyl)imidazo[1,2-b]pyridazin-6-yl)pyrimidine-2,4(1H,3H)-dione FC(C1=CC=NC2=CC(=CC=C12)[C@@H]1[C@H](C1)C=1C=2N(N=C(C1)C=1C(NC(NC1)=O)=O)C=CN2)(F)F